tert-butyl (S)-2-((S)-1-((tert-butoxycarbonyl)amino)-2-methoxy-2-oxoethyl)-4,4-difluoropyrrolidine-1-carboxylate C(C)(C)(C)OC(=O)N[C@H](C(=O)OC)[C@H]1N(CC(C1)(F)F)C(=O)OC(C)(C)C